C1(CC1)C=1SC(=CN1)C(=O)NC=1C=C(C(=O)OC)C=CC1CC methyl 3-(2-cyclopropyl-1,3-thiazole-5-amido)-4-ethylbenzoate